BrC1=C(C=C(C=N1)\N=C\C1C(OC(OC1=O)(C)C)=O)OC (E)-5-(((6-bromo-5-methoxypyridin-3-yl)imino)methyl)-2,2-dimethyl-1,3-dioxane-4,6-dione